FC1(CCC(CC1)C1=NN(C2=C1N=C(N=C2)NC=2C(=CC=1N(C2)N=CN1)C)C)F 3-(4,4-difluorocyclohexyl)-1-methyl-N-(7-methyl-[1,2,4]triazolo[1,5-a]pyridin-6-yl)-1H-pyrazolo[4,3-d]pyrimidin-5-amine